C(C)(C)(C)OC(NC[C@H]1C[C@H]([C@@H]2OC(O[C@@H]21)(C)C)N2C=C(C1=C2N=CN=C1N)I)=O tert-butyl-N-{[(3aR,4R,6R,6aS)-6-{4-amino-5-iodopyrrolo[2,3-d]pyrimidin-7-yl}-2,2-dimethyl-tetrahydro-3aH-cyclopenta[d][1,3]dioxol-4-yl]methyl}carbamate